C1(CC1)C=1C=CC=2N(C1)C=C(N2)COC2=CC(=NC=C2)N 4-((6-cyclopropylimidazo[1,2-a]pyridin-2-yl)methoxy)pyridin-2-amine